oxolinide potassium [K+].O1[C-]=CCC1